ethyl-phenyl-2',3,4,5-tetrafluorobiphenyl C(C)C1=C(C(=C(C(=C1C1=C(C=CC=C1)F)C1=CC=CC=C1)F)F)F